C1([C@H](O)[C@H](O)[C@H](O1)CO)O[C@H]1[C@@H](O[C@@H]([C@H]1O)CO)N1C=NC=2C(=O)NC(N)=NC12 2'-O-ribosyl-guanosine